ClC1=CC(=C(C=C1)C1(OC2=C(O1)C=CC=C2C2CCN(CC2)CC2=NC=1C(=NC(=CC1)C(=O)OC)N2CC=2OC=CN2)C)F methyl 2-({4-[2-(4-chloro-2-fluorophenyl)-2-methyl-1,3-benzodioxol-4-yl]piperidin-1-yl}methyl)-3-(1,3-oxazol-2-ylmethyl)-3H-imidazo[4,5-b]pyridine-5-carboxylate